2-(3-ethylpentanoylamino)-4-[[2-fluoro-3-methoxy-propyl]-[4-(5,6,7,8-tetrahydro-1,8-naphthyridin-2-yl)butyl]amino]butanoic acid C(C)C(CC(=O)NC(C(=O)O)CCN(CCCCC1=NC=2NCCCC2C=C1)CC(COC)F)CC